butyl (2S,5R)-4-(1-(2-cyano-4-fluorophenyl) ethyl)-2,5-diethylpiperazine-1-carboxylate C(#N)C1=C(C=CC(=C1)F)C(C)N1C[C@@H](N(C[C@H]1CC)C(=O)OCCCC)CC